C(C=C)N1N=CN=N1 prop-2-enyl-2H-tetrazole